OC(CN(C(OCCCC)=O)CC(C=C)O)C=C butyl bis(2-hydroxybut-3-en-1-yl)carbamate